2-amino-4-(butylamino)-6-(4-oxo-4-(piperazin-1-yl)butyl)pyrido[4,3-d]pyrimidin-5(6H)-one NC=1N=C(C2=C(N1)C=CN(C2=O)CCCC(N2CCNCC2)=O)NCCCC